N-((6-fluoropyridin-2-yl)methyl)-5-methoxy-7-(5-methoxypyridin-3-yl)-N-(3-(methylamino)-3-oxopropyl)benzo[b]thiophene-2-carboxamide FC1=CC=CC(=N1)CN(C(=O)C1=CC2=C(S1)C(=CC(=C2)OC)C=2C=NC=C(C2)OC)CCC(=O)NC